(7R,14R)-1-ethynyl-6-(methyl-d3)-11-((1-methyl-1H-pyrazol-4-yl)methoxy)-6,7-dihydro-7,14-methanobenzo[f]benzo[4,5]imidazo[1,2-a][1,4]diazocin-5(14H)-one C(#C)C1=CC=CC=2C(N([C@H]3C=4N([C@@H](C21)C3)C3=C(N4)C=CC(=C3)OCC=3C=NN(C3)C)C([2H])([2H])[2H])=O